4-(benzyloxy)-2-chloro-5-ethylpyrimidine C(C1=CC=CC=C1)OC1=NC(=NC=C1CC)Cl